BrC1=CC=C(C=C1)C1=NC2=C3N=CC=CC3=CC=C2C=C1 2-(4-bromophenyl)-[1,10]phenanthroline